CN1CCC2(CC(C2)N(C([O-])=O)C=2N=CC3=C(C(=C(C=C3C2)C=2C=NC=3CCCNC3C2C)F)N)CC1 7-Methyl-7-azaspiro[3.5]nonan-2-yl(8-amino-7-fluoro-6-(4-methyl-5,6,7,8-tetrahydro-1,5-naphthyridin-3-yl)isoquinolin-3-yl)carbamate